rac-tert-Butyl {2-oxo-2-[oxolan-3-yl]ethyl}carbamate O=C(CNC(OC(C)(C)C)=O)[C@H]1COCC1 |r|